(6R,7S)-(5-(7-(3,4-difluoro-2-methoxyphenyl)-5-oxaspiro[3.4]octane-6-carboxamido)-2-fluorophenyl)boronic acid FC=1C(=C(C=CC1F)[C@H]1[C@@H](OC2(CCC2)C1)C(=O)NC=1C=CC(=C(C1)B(O)O)F)OC